N1(N=CC=C1)C1=CC=C(CN2C3=NC(=NC=C3NC2=O)C2=CC=CC=3OC(OC32)(F)F)C=C1 9-(4-(1H-pyrazol-1-yl)benzyl)-2-(2,2-difluorobenzo[d][1,3]dioxol-4-yl)-7,9-dihydro-8H-purin-8-one